(S)-1-(1-(3-fluoropropyl)pyrrolidin-3-yl)-3-methyl-3,4,6,7,8,9-hexahydro-5H-pyrazolo[3,4-c]isoquinolin-5-one FCCCN1C[C@H](CC1)C1=NN(C=2NC(C=3CCCCC3C21)=O)C